CC1=C(C=CC=C1C=1OC2=C(N1)C=C(C(=C2)SC)CN2[C@@H](CCCC2)C(=O)O)C2=CC=CC=C2 (S)-1-((2-(2-methyl-[1,1'-biphenyl]-3-yl)-6-(methylthio)benzo[d]oxazol-5-yl)methyl)piperidine-2-carboxylic acid